FC=1C=CC2=C(CCO2)C1CNNC1=NC=NN1 5-((((5-fluoro-2,3-dihydrobenzofuran-4-yl)methyl)amino)amino)-[1,2,4]triazole